O=C1NC(CCC1N1C(C2=CC=C(C=C2C1=O)N1C[C@H](CC1)CO)=O)=O 2-(2,6-Dioxopiperidin-3-yl)-5-((S)-3-hydroxymethylpyrrolidin-1-yl)isoindoline-1,3-dione